4-[(1R,5S)-6-[6-[2-cyano-3-[[ethyl(methyl)sulfamoyl]amino]-6-fluoro-phenoxy]-4-oxo-quinazolin-3-yl]-3-azabicyclo[3.1.0]hexan-3-yl]benzoic acid C(#N)C1=C(OC=2C=C3C(N(C=NC3=CC2)C2[C@@H]3CN(C[C@H]23)C2=CC=C(C(=O)O)C=C2)=O)C(=CC=C1NS(N(C)CC)(=O)=O)F